C(C)C1=NN2C(C=C(C(=C2)F)N2CCN(CC2)C(C(=O)N2CC(C2)O)([2H])[2H])=C1N(C=1SC(=C(N1)C1=CC=C(C=C1)F)C#N)C([2H])([2H])[2H] 2-((2-ethyl-6-fluoro-5-(4-(2-(3-hydroxyazetidin-1-yl)-2-oxoethyl-1,1-d2)piperazin-1-yl)pyrazolo[1,5-a]pyridin-3-yl)(methyl-d3)amino)-4-(4-fluorophenyl)thiazole-5-carbonitrile